ClC1=CC=C(C=C1)N1N=C(CC1=O)C 1-(4-chlorophenyl)-3-methyl-2-pyrazolin-5-one